N-((R)-(2-((S)-amino(4,4-difluorocyclohexyl)methyl)imidazo[1,2-b]pyridazin-7-yl)(cyclopropyl)methyl)-2-((R*)-2,2-difluorocyclopropyl)acetamide N[C@H](C=1N=C2N(N=CC(=C2)[C@H](NC(C[C@H]2C(C2)(F)F)=O)C2CC2)C1)C1CCC(CC1)(F)F |o1:14|